CN(C(OC1=C(C(=CC=C1)C=CC(=O)NC1=C(C=CC=C1)F)OC)=O)C 3-(((2-fluorophenyl) amino)-3-oxo-1-propenyl)-2-methoxyphenyl dimethylcarbamate